ClC=1C(=CC2=C(N(CC(N(S2(=O)=O)C)CC(C)C)C2=CC=CC=C2)C1)C=1C=CC(=C(C(=O)O)C1)OCC(F)(F)F 5-(7-chloro-3-isobutyl-2-methyl-1,1-dioxido-5-phenyl-2,3,4,5-tetrahydrobenzo[f][1,2,5]thiadiazepin-8-yl)-2-(2,2,2-trifluoroethoxy)benzoic acid